BrC1=CC=C(C=C1)N1CCN(CC1)CC (4-bromophenyl)-4-ethylpiperazine